3-(naphthalen-1-ylmethyl)benzo[5,6][1,4]dioxino[2,3-c]pyridazine C1(=CC=CC2=CC=CC=C12)CC1=CC2=C(N=N1)OC1=C(O2)C=CC=C1